3-(pyrazolo[1,5-a]pyridin-3-yl)urea N1=CC(=C2N1C=CC=C2)NC(N)=O